6-({5-[(2R)-2-phenylpyrrolidine-2-carbonyl]-2H,4H,5H,6H-pyrrolo[3,4-c]pyrazol-2-yl}sulfonyl)-1,3-benzothiazole C1(=CC=CC=C1)[C@@]1(NCCC1)C(=O)N1CC2=NN(C=C2C1)S(=O)(=O)C1=CC2=C(N=CS2)C=C1